Tert-butyl 3-({6-cyclopropyl-2-(ethylsulfanyl)-7-[6-fluoro-5-methyl-2-(triphenylmethyl)-2H-indazol-4-yl]-8-[(1S)-1-phenylethoxy]quinolin-4-yl}oxy)azetidine-1-carboxylate C1(CC1)C=1C=C2C(=CC(=NC2=C(C1C=1C2=CN(N=C2C=C(C1C)F)C(C1=CC=CC=C1)(C1=CC=CC=C1)C1=CC=CC=C1)O[C@@H](C)C1=CC=CC=C1)SCC)OC1CN(C1)C(=O)OC(C)(C)C